1-(5-fluoro-2-(phenylethynyl)phenyl)prop-2-en-1-one FC=1C=CC(=C(C1)C(C=C)=O)C#CC1=CC=CC=C1